N[C@@H](CCNC(N)=N)C(=O)O norarginine